NC1=NN(C=C1C=1C2=C(N=CN1)NC=C2)C2(CNC2)CC#N 2-(3-(3-amino-4-(7H-pyrrolo[2,3-d]pyrimidin-4-yl)-1H-pyrazol-1-yl)azetidin-3-yl)acetonitrile